N-((1-(1-methoxyisoquinolin-5-yl)-5-(trifluoromethyl)-1H-pyrazol-4-yl)methylene)-2-methylpropan-2-sulfinamide COC1=NC=CC2=C(C=CC=C12)N1N=CC(=C1C(F)(F)F)C=NS(=O)C(C)(C)C